FC(C1=CC2=C(SC(=C2)C(N[C@H](C(N2[C@@H](CCC2)C(=O)N2C[C@H](OCC2)C2=CC=CC=C2)=O)CC=2SC=CC2)=O)C=C1)(F)P(O)(O)=O (difluoro(2-(((S)-1-oxo-1-((S)-2-((R)-2-phenylmorpholine-4-carbonyl)pyrrolidin-1-yl)-3-(thiophen-2-yl)propan-2-yl)carbamoyl)benzo[b]thiophen-5-yl)methyl)phosphonic acid